6-(2,4-dimethyl-1,3-thiazol-5-yl)-2-[(1-pyrazolo[1,5-a]pyrazin-4-ylpiperidin-4-yl)methyl]pyridazin-3-one CC=1SC(=C(N1)C)C=1C=CC(N(N1)CC1CCN(CC1)C=1C=2N(C=CN1)N=CC2)=O